ClC1(C(C2=CC=C(C(=C2C1O)C(F)F)OC=1C=C(C#N)C=C(C1)F)(F)F)F 3-((2-chloro-4-(difluoromethyl)-1,1,2-trifluoro-3-hydroxy-2,3-dihydro-1H-inden-5-yl)oxy)-5-fluorobenzonitrile